tert-butyl 5-(5-(2-((S)-2-(1,3-dimethyl-2,6-dioxo-1,2,3,6-tetrahydro-7H-purin-7-yl) propionamido) thiazol-4-yl) pyrimidin-2-yl)-2,5-diazabicyclo[2.2.1]heptane-2-carboxylate CN1C(N(C=2N=CN(C2C1=O)[C@H](C(=O)NC=1SC=C(N1)C=1C=NC(=NC1)N1C2CN(C(C1)C2)C(=O)OC(C)(C)C)C)C)=O